5-(2-(5,6-dihydroimidazo[1,2-a]pyrazin-7(8H)-yl)-6-methylpyridin-3-yl)-2-(4-fluorobenzyl)oxazole N=1C=CN2C1CN(CC2)C2=NC(=CC=C2C2=CN=C(O2)CC2=CC=C(C=C2)F)C